4-acetoxy-N-methyl-N-ethyltryptamine C(C)(=O)OC=1C=CC=C2NC=C(CCN(CC)C)C12